[NH4+].P(=O)(OC1CN(C1)C(CCC1=CC(=CC=C1)OCCCCCCCCCC)=O)(O)O.C1(=CC=CC=C1)NC1=CC=C(C=C1)NC1CCCCC1 N-phenyl-N'-cyclohexyl p-phenylenediamine 1-{3-[3-(Decyloxy)phenyl]propanoyl}azetidin-3-yl dihydrogen phosphate ammonium salt